C(C)(C)N1C(=NC(=C1)C(F)(F)F)C1=C(C=C(C#N)C=C1)C 4-(1-isopropyl-4-(trifluoromethyl)-1H-imidazol-2-yl)-3-methyl-benzonitrile